C(C1=CC=CC=C1)C=1C(NC(=CN1)CC)=O 3-benzyl-6-ethylpyrazin-2(1H)-one